4-(2,6,6-trimethyl-1-cyclohex-2-enyl)pentanal CC=1C(C(CCC1)(C)C)C(CCC=O)C